5-chloro-3-(3-fluoropyridin-4-yl)thieno[3,2-b]pyridine ClC1=CC=C2C(=N1)C(=CS2)C2=C(C=NC=C2)F